FC(C1=NN=C(S1)C1=NC=C2N1C=C(C=C2N2C[C@H](O[C@H](C2)C)C(=O)N)S(NC2(CC2)C)(=O)=O)F (2S,6S)-4-(3-(5-(difluoromethyl)-1,3,4-thiadiazol-2-yl)-6-(N-(1-methylcyclopropyl)sulfamoyl)imidazo[1,5-a]pyridin-8-yl)-6-methylmorpholine-2-carboxamide